(1-oxopropoxy)-pregna-4-ene-3,20-dione O=C(CC)OCC([C@H]1CC[C@H]2[C@@H]3CCC4=CC(CC[C@]4(C)[C@H]3CC[C@]12C)=O)=O